C(C)OC(=O)C=1C2=C(N=C(C1)Cl)NN=C2I 6-chloro-3-iodo-1H-pyrazolo[3,4-b]pyridine-4-carboxylic acid ethyl ester